methyl 4-bromo-1H-pyrrolo[2,3-c]pyridine-2-carboxylate BrC1=C2C(=CN=C1)NC(=C2)C(=O)OC